C(#N)C=1C(=CC(=NC1)NC(=O)N1CCCC2=CC(=C(N=C12)C=O)CN1C(CN(CC1)C)=O)N1CCSCC1 N-(5-cyano-4-thiomorpholinopyridin-2-yl)-7-formyl-6-((4-methyl-2-oxopiperazin-1-yl)methyl)-3,4-dihydro-1,8-naphthyridine-1(2H)-carboxamide